tert-Butyl 3-((8-(5-chlorobenzofuran-2-yl)-2,3-dihydro-4H-pyrido[4,3-b][1,4]thiazin-4-yl)sulfonyl)azetidine-1-carboxylate ClC=1C=CC2=C(C=C(O2)C2=CN=CC3=C2SCCN3S(=O)(=O)C3CN(C3)C(=O)OC(C)(C)C)C1